(S)-2-chloro-N,N-dimethyl-4-(pyrrolidin-3-ylamino)benzamide ClC1=C(C(=O)N(C)C)C=CC(=C1)N[C@@H]1CNCC1